1-(4-(Bromomethyl)pyridin-3-yl)dihydropyrimidine-2,4(1H,3H)-dione BrCC1=C(C=NC=C1)N1C(NC(CC1)=O)=O